(E)-methoxy-1-methyl-1-phenylurea CONC(N(C1=CC=CC=C1)C)=O